FC(CO)(F)C1=NC(=CC(=N1)N1CC2(C=3C=NC(=CC31)NC(C)=O)CC2)C N-(1'-(2-(1,1-difluoro-2-hydroxyethyl)-6-methylpyrimidin-4-yl)-1',2'-dihydrospiro[cyclopropane-1,3'-pyrrolo[3,2-c]pyridin]-6'-yl)acetamide